CC1=CC=CC(=N1)C1=C(N=CN1)C=1C=C2C=C(C=NC2=CC1)C=1CCC2(CC(NCC2)=O)CC1 9-[6-[5-(6-methyl-2-pyridyl)-1H-imidazol-4-yl]-3-quinolyl]-3-azaspiro[5.5]undec-9-en-4-one